tert-butyl N-[(2R)-but-3-yn-2-yl]carbamate C[C@H](C#C)NC(OC(C)(C)C)=O